{2-[3,4-bis(2-hydroxyethoxy)oxolan-2-yl]-2-(2-hydroxyethoxy)ethoxy}ethyl dodecanoate C(CCCCCCCCCCC)(=O)OCCOCC(OCCO)C1OCC(C1OCCO)OCCO